C(C)(C)(C)OC(=O)N[C@@H](CC(=O)OC)CC1=C(C=C(C(=C1)F)F)F methyl (3R)-3-t-butoxycarbonylamino-4-(2,4,5-trifluorophenyl)-butanoate